(4aR,6S,7R,8R,8aR)-4-methylbenzenesulfonic acid CC1=CC=C(C=C1)S(=O)(=O)O